The molecule is an A-type aurachin that is quinoline N-oxide which is substituted by a methyl group at position 2, a hydroxy group at position 3, and a triprenyl group at position 4. It has a role as a bacterial metabolite. It is an A-type aurachin, a quinoline N-oxide, an olefinic compound and a heteroaryl hydroxy compound. CC1=[N+](C2=CC=CC=C2C(=C1O)C/C=C(\\C)/CC/C=C(\\C)/CCC=C(C)C)[O-]